CN1C2=C(C3=C(C1=O)NC(O3)=O)SC=C2 5-methyl-oxazolo[5,4-d]thieno[3,2-b]pyridine-2,4(3h,5h)-dione